N-(5-(2-((4-(2-(2-aminopyridin-3-yl)-3H-imidazo[4,5-b]pyridin-3-yl)benzyl)amino)-2-oxoethyl)-2-formylphenyl)cyclopropanecarboxamide NC1=NC=CC=C1C1=NC=2C(=NC=CC2)N1C1=CC=C(CNC(CC=2C=CC(=C(C2)NC(=O)C2CC2)C=O)=O)C=C1